(3R,4R) and (3S,4S)-tert-butyl 4-(2-amino-6-cyanoquinazolin-7-yl)-3-fluoropiperidine-1-carboxylate NC1=NC2=CC(=C(C=C2C=N1)C#N)[C@@H]1[C@H](CN(CC1)C(=O)OC(C)(C)C)F |r|